1,3-adamantanedicarboxylate C12(CC3(CC(CC(C1)C3)C2)C(=O)[O-])C(=O)[O-]